[Si](C)(C)(C(C)(C)C)OCCCCNC1=CC(=CC=C1N1CCN(CC1)C)N N1-(4-((tert-Butyldimethylsilyl)oxy)butyl)-6-(4-methylpiperazin-1-yl)benzene-1,3-diamine